2-(8-((2S,5R)-4-(1-(6-cyclobutylpyridin-3-yl)ethyl)-2,5-diethylpiperazin-1-yl)-5-methyl-6-oxo-5,6-dihydroimidazo[1,2-b]pyridazin-2-yl)acetonitrile C1(CCC1)C1=CC=C(C=N1)C(C)N1C[C@@H](N(C[C@H]1CC)C=1C=2N(N(C(C1)=O)C)C=C(N2)CC#N)CC